5-CHLORO-2-FORMYLBENZONITRILE ClC=1C=CC(=C(C#N)C1)C=O